(2S,4R)-1-[(2S)-3,3-dimethyl-2-[4-(2-phenylphenyl)triazol-1-yl]butanoyl]-4-hydroxy-N-methyl-pyrrolidine-2-carboxamide CC([C@@H](C(=O)N1[C@@H](C[C@H](C1)O)C(=O)NC)N1N=NC(=C1)C1=C(C=CC=C1)C1=CC=CC=C1)(C)C